O1C2=C(OCC1)C=C(C=C2)C=CC(=O)N2C(C=CC2)=O 1-(3-(2,3-dihydrobenzo[b][1,4]dioxin-6-yl)acryloyl)-1H-pyrrol-2(5H)-one